FC=1C=C(C=CC1)C1=NOC(=N1)C1=CC(=C(C=C1)N1CCN(CC1)CC=1C=CC(=C(C=O)C1)O)[N+](=O)[O-] 5-((4-(4-(3-(3-fluorophenyl)-1,2,4-oxadiazol-5-yl)-2-nitrophenyl)piperazin-1-yl)methyl)-2-hydroxybenzaldehyde